Hexasilan [SiH3][SiH2][SiH2][SiH2][SiH2][SiH3]